2-[[2,5-difluoro-4-[6-[[5-(1-methylpyrazol-4-yl)thiazol-2-yl]methoxy]-2-pyridyl]phenyl]methyl]-3-[(2R)-2-methoxypropyl]benzimidazole-5-carboxylic acid FC1=C(C=C(C(=C1)C1=NC(=CC=C1)OCC=1SC(=CN1)C=1C=NN(C1)C)F)CC=1N(C2=C(N1)C=CC(=C2)C(=O)O)C[C@@H](C)OC